(S)-1-(Toluene-4-sulfonyl)-pyrrolidine-2-carboxylic acid benzo[1,3]dioxol-5-ylmethyl-(4,4-difluoro-cyclohexyl)-amide O1COC2=C1C=CC(=C2)CN(C(=O)[C@H]2N(CCC2)S(=O)(=O)C2=CC=C(C)C=C2)C2CCC(CC2)(F)F